(2R,4S)-4-hydroxy-N-(3-{4-[5-(trifluoromethoxy)pyridin-2-yl]-1H-pyrazol-1-yl}bicyclo[1.1.1]pentan-1-yl)-6-(trifluoromethyl)-3,4-dihydro-2H-1-benzopyran-2-carboxamide O[C@H]1C[C@@H](OC2=C1C=C(C=C2)C(F)(F)F)C(=O)NC21CC(C2)(C1)N1N=CC(=C1)C1=NC=C(C=C1)OC(F)(F)F